tert-butyl 4-[2-[2-(prop-2-yn-1-yloxy)ethoxy] ethyl]piperidine-1-carboxylate C(C#C)OCCOCCC1CCN(CC1)C(=O)OC(C)(C)C